((2R,3S,4R,5S)-5-(4-aminopyrrolo[2,1-f][1,2,4]triazin-7-yl)-2-cyano-3,4-dihydroxytetrahydrofuran-2-yl)methyl ((R)-2-((4-cyano-3-isopropoxybenzyl) oxy)henicosyl) hydrogen phosphate P(=O)(OC[C@]1(O[C@H]([C@@H]([C@@H]1O)O)C1=CC=C2C(=NC=NN21)N)C#N)(OC[C@@H](CCCCCCCCCCCCCCCCCCC)OCC2=CC(=C(C=C2)C#N)OC(C)C)O